α,β-Methyleneadenosine-5'-triphosphate C1=NC(=C2C(=N1)N(C=N2)[C@H]3[C@@H]([C@@H]([C@H](O3)COP(=O)(CP(=O)(O)OP(=O)(O)O)O)O)O)N